1-(5-{5-[6-Cyclopropyl-5-(trifluoromethyl)pyridin-3-yl]-7-[{[1-(methoxymethyl)cyclohexyl]methyl}(methyl)amino]-1H-imidazo[4,5-b]pyridin-2-yl}pyrazin-2-yl)piperidin C1(CC1)C1=C(C=C(C=N1)C1=CC(=C2C(=N1)N=C(N2)C=2N=CC(=NC2)N2CCCCC2)N(C)CC2(CCCCC2)COC)C(F)(F)F